F[C@H]1[C@@H](C1)NC=O trans-2-fluorocyclopropyl-formamide